C(CCCCCCC)C(CO)CCCCCCCCCC C2-octyl-dodecanol